6-bromo-N-(3-bromobenzyl)-1H-indole-3-carboxamide BrC1=CC=C2C(=CNC2=C1)C(=O)NCC1=CC(=CC=C1)Br